(2,4-dimethoxybenzyl)-(6-trifluoromethyl-2,3-dihydrobenzofuran-3-yl)-amine COC1=C(CNC2COC3=C2C=CC(=C3)C(F)(F)F)C=CC(=C1)OC